COC1=C(C=CC=C1)C1CCN(CC1)[C@@H]1CC2(CN(C2)C=2OC=CN2)CC1 (S)-2-(6-(4-(2-methoxyphenyl)piperidin-1-yl)-2-azaspiro[3.4]octan-2-yl)oxazole